C(C)(=O)O[C@@H]1[C@H](O[C@@]([C@@H]1OC(C)=O)(C#N)C1=CC=C2C(=NC=NN21)N)COC(=O)SCCC [(2R,3R,4R,5R)-4-acetoxy-5-(4-aminopyrrolo[2,1-f][1,2,4]triazin-7-yl)-5-cyano-2-(propylsulfanylcarbonyloxymethyl)tetrahydrofuran-3-yl] acetate